FC1=CC=C(C=C1)N(C(=O)C1=CC2=C(N=CN2C=2C=NC(=CC2)NC(=O)C=2C=NN(C2)C)C(=C1)C)C N-(4-fluorophenyl)-N,7-dimethyl-3-[6-[(1-methylpyrazole-4-carbonyl)amino]-3-pyridyl]benzimidazole-5-carboxamide